N-tert-butyl-3-(((5-chloro-2-((1,2,3,4-tetrahydroisoquinolin-6-yl)amino)pyrimidin-4-yl)amino)methyl)benzenesulfonamide C(C)(C)(C)NS(=O)(=O)C1=CC(=CC=C1)CNC1=NC(=NC=C1Cl)NC=1C=C2CCNCC2=CC1